1-(but-2-yn-1-yl)-1H-indazole C(C#CC)N1N=CC2=CC=CC=C12